FC1(CCC(CC1)NC1=CC(=NC(=N1)C=1SC=C(N1)C)C(=O)OCC)F ethyl 6-((4,4-difluorocyclohexyl)amino)-2-(4-methylthiazol-2-yl)pyrimidine-4-carboxylate